N-[(4-bromo-3-nitrophenyl)methyl]-2-cyclopropyl-N-(2-methanesulfonyl-4-methylphenyl)pyrimidine-5-carboxamide BrC1=C(C=C(C=C1)CN(C(=O)C=1C=NC(=NC1)C1CC1)C1=C(C=C(C=C1)C)S(=O)(=O)C)[N+](=O)[O-]